COC1=C(C=CC=C1)N1NC(C=2C=NC(=CC21)NC(=O)C2CC2)=O N-(1-(2-methoxyphenyl)-3-oxo-2,3-dihydro-1H-pyrazolo[4,3-c]pyridin-6-yl)cyclopropanecarboxamide